C(C1=CC=CC=C1)OP(=O)(OCC1=CC=CC=C1)COC(CCCC(=O)NCC[C@@H](C)[C@H]1CCC2C3[C@H](CC4C[C@@H](CC[C@@]4(C3CC[C@]12C)C)O)O)=O (bis(benzyloxy)phosphoryl)methyl-5-(((3R)-3-((3R,7S,10S,13R,17R)-3,7-dihydroxy-10,13-dimethylhexadecahydro-1H-cyclopenta[a]phenanthren-17-yl)butyl)amino)-5-oxopentanoate